FC1=C(C=CC=C1Cl)NC(C1=CC=C(C=C1)O)=O N-(2-fluoro-3-chlorophenyl)-4-hydroxybenzamide